ClC1=CC=C(C=C1)C1=CC(=NC(=N1)C=1C=NC=CC1)N1CC(CC1)N(C)C (6-(4-chlorophenyl)-2-(pyridin-3-yl)pyrimidin-4-yl)-N,N-dimethylpyrrolidin-3-amine